t-amylperoxy isopropyl monocarbonate C(OOOC(C)(C)CC)(OC(C)C)=O